ClCCCC(=O)C1=C(C=CC(=C1)F)F 4-chloro-1-(2,5-difluorophenyl)butan-1-one